C(C)(C)(C)C1=CC=C(C=C1)C1(NN(C=C1)C1=NC=CC=C1)O 3-(4-(tert-butyl)phenyl)-1-(pyridin-2-yl)-1H-pyrazol-ol